(6E)-7-chloro-8-methoxy-6-methoxyimino-5,5-dimethyl-benzo[h]quinazolin-4-amine ClC1=C(C=CC2=C1/C(/C(C=1C(=NC=NC21)N)(C)C)=N/OC)OC